C(C)(=O)C=1C=C(C=CC1)NC(=O)NC1=CC(=C(C=C1)OC(F)(F)F)C=1N(N=CC1)C 1-(3-Acetyl-phenyl)-3-[3-(2-methyl-2H-pyrazol-3-yl)-4-trifluoromethoxy-phenyl]-urea